C(#N)[C@](C(=O)N1C[C@H]2SC3=C([C@@H]1C2)C=NC=C3C#N)(CC)C |o1:2| (2S,5S)-4-(2-(R or S)-cyano-2-methylbutanoyl)-2,3,4,5-tetrahydro-2,5-methanopyrido[3,4-f][1,4]thiazepine-9-carbonitrile